Methyl 4-[(1S)-1-[[4-[(3R)-3-(3-fluorophenoxy)pyrrolidin-1-yl]tetrahydropyran-4-carbonyl]amino]ethyl]benzoate FC=1C=C(O[C@H]2CN(CC2)C2(CCOCC2)C(=O)N[C@@H](C)C2=CC=C(C(=O)OC)C=C2)C=CC1